C(#N)C1=CC=C(C=C1)[C@@H](CC1=NC(=NC(=N1)N[C@@H](CO)CC(C)C)NS(=O)(=O)C)C N-(4-((R)-2-(4-cyanophenyl)propyl)-6-(((R)-1-hydroxy-4-methylpent-2-yl)amino)-1,3,5-triazin-2-yl)methanesulfonamide